5-(3-azido-4-fluoropiperidine-1-carbonyl)-2-[1-(cyclopropylmethyl)-1H-pyrrolo[2,3-b]pyridin-2-yl]-7-methoxy-1-methyl-1H-1,3-benzodiazole N(=[N+]=[N-])C1CN(CCC1F)C(=O)C1=CC2=C(N(C(=N2)C2=CC=3C(=NC=CC3)N2CC2CC2)C)C(=C1)OC